BrC1=C2C=NN(C2=CC=C1)COCC[Si](C)(C)C 4-bromo-1-((2-(trimethylsilyl)ethoxy)methyl)-1H-indazole